FC(C1=CC=C(C=C1)C=1N=C(C(=NC1)N)C=1C=NN(C1)C)F 5-(4-(difluoromethyl)phenyl)-3-(1-methyl-1H-pyrazol-4-yl)pyrazin-2-amine